(S)-N-(4-(1-(2-cyano-3-methylbut-2-enoyl)-3-methyl-1,2,3,6-tetrahydropyridin-4-yl)-1H-pyrrolo[2,3-b]pyridin-6-yl)cyclopropylcarboxamide C(#N)C(C(=O)N1C[C@H](C(=CC1)C1=C2C(=NC(=C1)NC(=O)C1CC1)NC=C2)C)=C(C)C